C1CNC[C@H]1O (S)-(-)-3-pyrrolidinol